ClC=1C=C(OC2=CC(=CC=3C=COC32)C#N)C=CC1C(=O)C1=CNC=3N=CN=C(C31)N[C@H]3CO[C@@H](CC3)CO 7-(3-chloro-4-(4-(((3R,6S)-6-(hydroxymethyl)tetrahydro-2H-pyran-3-yl)amino)-7H-pyrrolo[2,3-d]pyrimidine-5-carbonyl)phenoxy)benzofuran-5-carbonitrile